2-Chloro-7-methyl-N-tetralin-1-yl-pyrido[3,2-d]pyrimidin-4-amine ClC=1N=C(C2=C(N1)C=C(C=N2)C)NC2CCCC1=CC=CC=C21